BrC=1C=NC=C(C1N1CCN(C2(CC2)C1)C(=O)OCCCC)C=O Butyl 7-(3-bromo-5-formylpyridin-4-yl)-4,7-diazaspiro[2.5]octane-4-carboxylate